1-(bis(2-hydroxyethyl)amino)-1-oxohexadecan-4-yl (3-(diethylamino)propyl) carbonate C(OC(CCC(=O)N(CCO)CCO)CCCCCCCCCCCC)(OCCCN(CC)CC)=O